[Zn].[Pb]=S.[Cu] copper lead sulphide zinc